Naphthylnorbornene C1(=CC=CC2=CC=CC=C12)C12C=CC(CC1)C2